ClC=1C=C(OC2CCC(CC2)C=2C(=NC=CN2)C(=O)N)C=CC1C#N ((1r,4r)-4-(3-chloro-4-cyanophenoxy)cyclohexyl)pyrazine-2-amide